C1(CCCC1)C[C@@H](C(=O)O)NC(=O)OCC1C2=CC=CC=C2C=2C=CC=CC12 (2S)-3-cyclopentyl-2-[9H-fluoren-9-ylmethoxycarbonylamino]propionic acid